Ethyl ((((2R,4R)-4-(2-amino-6-methoxy-9H-purin-9-yl)-1,3-dioxolan-2-yl)methoxy)(phenoxy)phosphoryl)-L-alaninate NC1=NC(=C2N=CN(C2=N1)[C@@H]1O[C@@H](OC1)COP(=O)(OC1=CC=CC=C1)N[C@@H](C)C(=O)OCC)OC